The molecule is a triglyceride obtained by formal acylation of the three hydroxy groups of glycerol by lauric (dodecanoic) acid. It is a triglyceride and a dodecanoate ester. CCCCCCCCCCCC(=O)OCC(COC(=O)CCCCCCCCCCC)OC(=O)CCCCCCCCCCC